zirconium oxide chlorate Cl(=O)(=O)[O-].[O-2].[Zr+3]